C(C)OC(=O)C1C(C2=C(NC1=O)N(N=C2)CC2=CC=C(C=C2)OC)=O (4-methoxybenzyl)-4,6-dioxo-4,5,6,7-tetrahydro-1H-pyrazolo[3,4-B]pyridine-5-carboxylic acid ethyl ester